3,3-difluoro-1-[2-[4-[(3S)-3-(2-methyl-1,3-thiazol-4-yl)-1,2-oxazolidine-2-carbonyl]piperidin-1-yl]pyrimidin-4-yl]pyrrolidin-2-one FC1(C(N(CC1)C1=NC(=NC=C1)N1CCC(CC1)C(=O)N1OCC[C@H]1C=1N=C(SC1)C)=O)F